methoxyethylene glycol (methyl) allyl ether C(C=C)OCC(OC)OC